3,5-dihydroxyacetophenone CC(=O)C1C=C(O)C=C(O)C=1